racemic-2,4,6-trimethylphenyl-(phenyl)phosphorus oxide CC1=C(C(=CC(=C1)C)C)[P](C1=CC=CC=C1)=O